3-[5-(difluoromethyl)-1,3,4-thiadiazol-2-yl]-1-[3-(dimethylamino)propyl]-N-[1-(fluoromethyl)cyclopropyl]-2-oxo-benzoimidazole-5-sulfonamide FC(C1=NN=C(S1)N1C(N(C2=C1C=C(C=C2)S(=O)(=O)NC2(CC2)CF)CCCN(C)C)=O)F